CC1C(C2=C(C3=C(C4=C(S3)C=CC=C4)S2)C1C)=O 2,3-dimethyl-2,3-dihydro-1H-benzo[b]Cyclopenta[4,5]Thieno[2,3-d]Thiophen-1-one